((2-(cyclobutylmethyl)-1,2,3,4-tetrahydroisoquinolin-7-yl)(isopropyl)amino)-1-methylpyridin-2(1H)-one C1(CCC1)CN1CC2=CC(=CC=C2CC1)N(C(C)C)C=1C(N(C=CC1)C)=O